COC(C1=C(C(=C(C(=C1)F)F)F)F)=O 2,3,4,5-tetrafluorobenzoic acid methyl ester